[Si](C)(C)(C(C)(C)C)O[C@@H]1C[C@H](N(C1)C)C=1NC2=C(N1)C(=C1C(=C2F)CC(C1)C=O)F 2-[(2S,4R)-4-[tert-butyl(dimethyl)silyl]oxy-1-methyl-pyrrolidin-2-yl]-4,8-difluoro-3,5,6,7-tetrahydrocyclopenta[f]benzimidazole-6-carbaldehyde